C(C)OC(=O)C1=CC(=NC=C1)N1C=C(C2=C1N=CN=C2N2C[C@H](N(C[C@@H]2C)C(=O)OC(C)(C)C)C)C(C)C tert-butyl (2R,5S)-4-(7-(4-(ethoxycarbonyl)pyridin-2-yl)-5-isopropyl-7H-pyrrolo[2,3-d]pyrimidin-4-yl)-2,5-dimethylpiperazine-1-carboxylate